N[C@@H]1[C@@H](COC1)NC=1N=CC2=C(N1)C(=NC(=C2)C2=C(C(=CC(=C2Cl)OC)OC)Cl)NCC2CC2 |r| (±)-N2-((3S,4R)-4-aminotetrahydrofuran-3-yl)-N8-(cyclopropylmethyl)-6-(2,6-dichloro-3,5-dimethoxyphenyl)pyrido[3,4-d]pyrimidine-2,8-diamine